tert-butyl (1R,5S,6r)-6-[(4-methyl-2-pyridinyl) carbonyl]-3-azabicyclo[3.1.0]hexane-3-carboxylate CC1=CC(=NC=C1)C(=O)C1[C@H]2CN(C[C@@H]12)C(=O)OC(C)(C)C